C(C)(C)(C)NC(=O)C1=C2C(=NN1C1=C(C=C(C=C1)F)F)C1CCC(C2)O1 N-(tert-butyl)-2-(2,4-difluorophenyl)-2,4,5,6,7,8-hexahydro-5,8-epoxycyclohepta[c]pyrazole-3-carboxamide